N-[rac-(6S)-2-cyclopropyl-4-methyl-5-oxo-7,8-dihydro-6H-pyrazolo[1,5-a][1,3]diazepin-6-yl]-1-[rac-(1R)-1-(4-fluorophenyl)ethyl]-1,2,4-triazole-3-carboxamide C1(CC1)C1=NN2C(N(C([C@H](CC2)NC(=O)C2=NN(C=N2)[C@H](C)C2=CC=C(C=C2)F)=O)C)=C1 |r|